1,4-dibromo-2,5-bis(hexyloxy)benzene tert-butyl-4-(4-aminopyridin-3-yl)-3-[(tert-butylperoxy)methyl]-5,5,5-trifluoro-4-hydroxy-2-methylpentanoate C(C)(C)(C)OC(C(C(C(C(F)(F)F)(O)C=1C=NC=CC1N)COOC(C)(C)C)C)=O.BrC1=C(C=C(C(=C1)OCCCCCC)Br)OCCCCCC